1-(4-aza-1-azoniabicyclo[2.2.2]oct-1-yl)-7-benzyloxy-8-fluoro-4-(4-fluorophenyl)-3-isopropyl-isoquinoline [N+]12(CCN(CC1)CC2)C2=NC(=C(C1=CC=C(C(=C21)F)OCC2=CC=CC=C2)C2=CC=C(C=C2)F)C(C)C